COC(C1=C(C=C(C=C1)F)OC=1C=C2C(=NC1CCCCOS(=O)(=O)CC1=CC=CC=C1)N(C=C2)S(=O)(=O)CC2=CC=CC=C2)=O 4-fluoro-2-((1-toluenesulfonyl-6-(4-(toluenesulfonyloxy)butyl)-1H-pyrrolo[2,3-b]pyridin-5-yl)oxy)benzoic acid methyl ester